(3-(2,4-dioxotetrahydropyrimidin-1(2H)-yl)-2-methylquinolin-8-yl)glycine hydrochloride Cl.O=C1N(CCC(N1)=O)C=1C(=NC2=C(C=CC=C2C1)NCC(=O)O)C